N(=[N+]=[N-])C1(C(C(=C(CBr)C=C1F)F)F)F 4-azido-2,3,4,5-tetrafluorobenzyl bromide